5-(2-furanyl)cyclohexane-1,3-dione O1C(=CC=C1)C1CC(CC(C1)=O)=O